FC(C1=CC=C(C=N1)CC1CCC2(CN(C2)C(=O)N2C[C@H](CC2)C(=O)N)CC1)(F)F (3S)-1-[7-[[6-(trifluoromethyl)-3-pyridinyl]methyl]-2-azaspiro[3.5]nonane-2-carbonyl]pyrrolidine-3-carboxamide